C1(CC1)S(=O)(=O)NC=1SC=C(N1)C(C(=O)NC1=CC=C(C=C1)C1=NC(=CN=C1)OC1CC1)(C)C 2-(2-(cyclopropanesulfonamido)thiazol-4-yl)-N-(4-(6-cyclopropoxypyrazin-2-yl)phenyl)-2-methylpropanamide